(3R,6S)-1-(2-(4-methoxyphenyl)acetyl)-6-methylpiperidine-3-carboxylic acid methyl ester COC(=O)[C@H]1CN([C@H](CC1)C)C(CC1=CC=C(C=C1)OC)=O